3-(4-(sec-butyl)-2-methylphenyl)propanal C(C)(CC)C1=CC(=C(C=C1)CCC=O)C